tert-butyl N-[(1S)-1-[(2-chlorophenyl)methyl]-2-[4-(3-methylimidazol-4-yl)anilino]-2-oxo-ethyl]carbamate ClC1=C(C=CC=C1)C[C@@H](C(=O)NC1=CC=C(C=C1)C=1N(C=NC1)C)NC(OC(C)(C)C)=O